1-(m-tolyl)cyclopropan-1-amine hydrochloride Cl.C1(=CC(=CC=C1)C1(CC1)N)C